ClC=1N=CC2=C(N1)N(C(=C2)C2CC2)C2=NC(=CC=C2)OC 2-chloro-6-cyclopropyl-7-(6-methoxypyridin-2-yl)-7H-pyrrolo[2,3-D]pyrimidine